2-(2,6-dioxopiperidin-3-yl)-4-((9-(4-(4-nitro-1H-pyrazol-1-yl)piperidin-1-yl)nonyl)oxy)isoindolin-1,3-dione O=C1NC(CCC1N1C(C2=CC=CC(=C2C1=O)OCCCCCCCCCN1CCC(CC1)N1N=CC(=C1)[N+](=O)[O-])=O)=O